NC1CN2C(C=CC=C2C12CCN(CC2)C2=NC(=C(N=C2)SC2=C(C(=NC=C2)N)Cl)N)=O 2-amino-1'-(6-amino-5-((2-amino-3-chloropyridin-4-yl)thio)pyrazin-2-yl)-2,3-dihydro-5H-spiro[indolizine-1,4'-piperidin]-5-one